N-((S)-(7-((R)-Cyclopropyl((S*)-4,4,4-trifluoro-3-methylbutanamido)methyl)imidazo[1,2-a]pyrimidin-2-yl)(4,4-difluorocyclohexyl)methyl)-1-isopropyl-1H-1,2,4-triazole-5-carboxamide C1(CC1)[C@H](C1=NC=2N(C=C1)C=C(N2)[C@@H](NC(=O)C2=NC=NN2C(C)C)C2CCC(CC2)(F)F)NC(C[C@@H](C(F)(F)F)C)=O |o1:36|